4-(4-methyl-2-nitrophenyl)isoxazole CC1=CC(=C(C=C1)C=1C=NOC1)[N+](=O)[O-]